(R)-2-(3-amino-1-(5-(5-(1-(3,5-dichloropyridin-4-yl)ethoxy)-1H-indazol-3-yl)-3-fluoropyridin-2-yl)azetidin-3-yl)acetonitrile NC1(CN(C1)C1=NC=C(C=C1F)C1=NNC2=CC=C(C=C12)O[C@H](C)C1=C(C=NC=C1Cl)Cl)CC#N